4-(phenylsulfanyl)phenyldiphenylsulfonium hexafluorophosphate F[P-](F)(F)(F)(F)F.C1(=CC=CC=C1)SC1=CC=C(C=C1)[S+](C1=CC=CC=C1)C1=CC=CC=C1